3-chloro-5-((1-((5-(difluoromethyl)-1-(4-methoxybenzyl)-6-oxo-1,6-dihydropyridazin-3-yl)methyl)-6-oxo-4-(trifluoromethyl)-1,6-dihydropyrimidin-5-yl)oxy)benzonitrile ClC=1C=C(C#N)C=C(C1)OC1=C(N=CN(C1=O)CC1=NN(C(C(=C1)C(F)F)=O)CC1=CC=C(C=C1)OC)C(F)(F)F